4,4'-methylenedimorpholine C(N1CCOCC1)N1CCOCC1